N-(4-ethyl-2-fluorophenyl)-5-({3-fluoro-2-[(methylsulfamoyl)amino]pyridin-4-yl}oxy)-4-methylpyridin-3-amine C(C)C1=CC(=C(C=C1)NC=1C=NC=C(C1C)OC1=C(C(=NC=C1)NS(NC)(=O)=O)F)F